[N-(4-Amino-5-benzoylthiazol-2-yl)-3-chloro-4-(difluoromethoxy)anilino]propanamid NC=1N=C(SC1C(C1=CC=CC=C1)=O)N(C1=CC(=C(C=C1)OC(F)F)Cl)C(C(=O)N)C